ClC=1C(=C(C=C2C=C(N=CC12)NC(=O)C1C2CCCC(C12)=O)C=1C=NC=CC1C)F exo-N-(8-chloro-7-fluoro-6-(4-methylpyridin-3-yl)isoquinolin-3-yl)-2-oxobicyclo[4.1.0]heptane-7-carboxamide